ClC1=CC=C(C=C1)C1=NC(=C2C(=N1)N(N=C2)C2CCN(CC2)C(=O)OCCOCCOCC)NC(=O)C=2SC(=CC2)[N+](=O)[O-] 2-(2-ethoxyethoxy)ethyl 4-(6-(4-chlorophenyl)-4-(5-nitrothiophene-2-carboxamido)-1H-pyrazolo[3,4-d]pyrimidin-1-yl)piperidine-1-carboxylate